ClC=1C=CC=C2C(=CNC(C12)=O)C(C)N(C(=O)NC1=CC(=C(C=C1)F)Cl)C 1-(1-(8-chloro-1-oxo-1,2-dihydroisoquinolin-4-yl)ethyl)-3-(3-chloro-4-fluorophenyl)-1-methyl-urea